imidazo[1,2-a]pyrimidine-2-carbaldehyde N=1C(=CN2C1N=CC=C2)C=O